N-(2-chloro-5-(4-((3-chloro-4-(pyridin-2-ylmethoxy)phenyl)amino)quinazolin-6-yl)pyridin-3-yl)methanesulfonamide ClC1=NC=C(C=C1NS(=O)(=O)C)C=1C=C2C(=NC=NC2=CC1)NC1=CC(=C(C=C1)OCC1=NC=CC=C1)Cl